C(C([2H])([2H])[2H])(C1=NC=2N(C(=C1)NCC1(CNC1)C1=CC=C(C=C1)F)N=C(C2)C(F)(F)F)([2H])[2H] 5-(Ethyl-d5)-N-((3-(4-fluorophenyl)azetidin-3-yl)methyl)-2-(trifluoromethyl)pyrazolo[1,5-a]pyrimidin-7-amine